N-(2-(2-mercapto-6-methoxy-1H-benzimidazol-1-yl)ethyl)acetamide methyl-4-((3-bromo-7-hydroxy-5-((methoxycarbonyl)amino)-1H-pyrazolo[4,3-d]pyrimidin-1-yl)methyl)-3-methoxybenzoate COC(C1=CC(=C(C=C1)CN1N=C(C=2N=C(N=C(C21)O)NC(=O)OC)Br)OC)=O.SC2=NC1=C(N2CCNC(C)=O)C=C(C=C1)OC